BrC(CO)C(Cl)C1=C(C=CC=C1)Br trans-2-Bromo-3-(2-bromophenyl)-3-chloropropan-1-ol